di(propargyloxymethyl)isopropyl-benzyl-ammonium chloride [Cl-].C(C#C)OC[N+](CC1=CC=CC=C1)(C(C)C)COCC#C